CC1=CC=C(C(=N1)OCC[C@H](CC=O)C)S(=O)(=O)N1[C@@H](CCC1)C(=O)OC Methyl ((6-methyl-2-(((R)-3-methyl-5-oxopentyl)oxy)pyridin-3-yl)sulfonyl)-L-prolinate